OC1CC(C1)CCN(CCCCCCC(C(=O)N(CCCCCCCCCC)CCCCCCCCCC)F)CCCCCCC(C(=O)N(CCCCCCCCCC)CCCCCCCCCC)F 8,8'-((2-((1R,3S)-3-hydroxycyclobut-yl)ethyl)azanediyl)-bis(N,N-didecyl-2-fluorooctanamide)